N1ONOC2=NC=CN=C12 2,4-dioxapteridine